(R)-2-amino-N-((S)-1-(((6-amino-5-methoxypyridin-3-yl)methyl)amino)-1-oxopropan-2-yl)-4-phenylbutanamide dihydrochloride Cl.Cl.N[C@@H](C(=O)N[C@H](C(=O)NCC=1C=NC(=C(C1)OC)N)C)CCC1=CC=CC=C1